C1(=C(C(=CC=C1)C)C)[C@]([C@](C(=O)O)(O)C=O)(O)C(=O)O (-)-xylylformyl-L-tartaric acid